itaconoate C(C(=C)CC(=O)[O-])(=O)[O-]